9-(4-bromophenyl)-3,6-di-tert-butyl-carbazole BrC1=CC=C(C=C1)N1C2=CC=C(C=C2C=2C=C(C=CC12)C(C)(C)C)C(C)(C)C